Cl.[C@@H]12[C@H](C[C@@H](CC1)N2)NC(OC(C)(C)C)=O |r| rac-tert-Butyl ((1S,2S,4R)-7-azabicyclo[2.2.1]heptan-2-yl)carbamate hydrochloride